NC1=CC(=C(C=C1)[C@H]1C(CN(CC1)C(=O)OC(C)(C)C)(F)F)F tertbutyl (4s)-4-(4-amino-2-fluoro-phenyl)-3,3-difluoro-piperidine-1-carboxylate